p-cyanoterphenol (2,5-Dioxopyrrolidin-1-yl)formate O=C1N(C(CC1)=O)C(=O)O.C(#N)C=1C=C(C(=CC1)O)C1=C(C=CC=C1C=1C(=CC=CC1)O)O